O[C@H]1[C@@H](CCCC1)NC1=C2C(=C(N=N1)C1=NC=C(C=C1O)C(F)(F)F)NC=C2 2-(4-(((1R,2R)-2-hydroxycyclohexyl)amino)-1H-pyrrolo[2,3-d]pyridazin-7-yl)-5-(trifluoromethyl)pyridine-3-ol